3-ethyl-3-(methacryloyloxy)methyl-oxetane C(C)C1(COC1)COC(C(=C)C)=O